N-(4-((3-chloro-4-fluorophenyl)amino)-7-(3-(4-(5-((2-(2,6-dioxopiperidin-3-yl)-1,3-dioxoisoindolin-4-yl)amino)pentanoyl)piperazin-1-yl)propoxy)quinazolin-6-yl)acrylamide ClC=1C=C(C=CC1F)NC1=NC=NC2=CC(=C(C=C12)NC(C=C)=O)OCCCN1CCN(CC1)C(CCCCNC1=C2C(N(C(C2=CC=C1)=O)C1C(NC(CC1)=O)=O)=O)=O